C(C)OC=1C=C(C=2N(C1)N=C1C2C=NN1CC)OCC1=CC=C(C=C1)OC 6-ethoxy-1-ethyl-4-((4-methoxybenzyl)oxy)-1H-pyrazolo[3',4':3,4]pyrazolo[1,5-a]pyridine